C(C)(C)(C)OC(NCC(C(NC1=CC=2C(=CN=CC2)S1)=O)C1=CC=C(C=C1)OCC(CO)O)=O (2-(4-(2,3-dihydroxypropoxy)phenyl)-3-oxo-3-(thieno[2,3-c]pyridin-2-ylamino)propyl)carbamic acid tert-butyl ester